[Na].O1CC(C1)OC1=NC=CC(=C1)C=1C(=C2CCCC2=CC1)NC(=O)NS(=O)(=O)C1=CC=2CN(CCC2S1)C ((5-(2-(Oxetane-3-yloxy)pyridin-4-yl)-2,3-dihydro-1H-inden-4-yl)carbamoyl)((5-Methyl-4,5,6,7-tetrahydrothieno[3,2-c]pyridin-2-yl)sulfonyl)amine sodium salt